5-[[5-[3-(Difluoromethoxy)-4-fluoro-phenyl]-2-methyl-3-pyridyl]methyl]-7-oxa-5-azaspiro[2.4]heptan-6-one FC(OC=1C=C(C=CC1F)C=1C=C(C(=NC1)C)CN1CC2(CC2)OC1=O)F